racemic-o-chlorophenyl-glycine methyl ester COC(CNC1=C(C=CC=C1)Cl)=O